C(C(CCCCCCCC)O)O 1,2-Decylenglycol